5-[4-cyclopropyl-7-[(3R)-1-methyl-3-piperidyl]imidazo[4,5-c]pyridazin-3-yl]indan-4-ol C1(CC1)C=1C2=C(N=NC1C1=C(C=3CCCC3C=C1)O)N(C=N2)[C@H]2CN(CCC2)C